OC[C@H](C(=O)O)C1=CC=CC=C1 |r| (2RS)-3-hydroxy-2-phenylpropionic acid